C(C)(=O)OCOC1=C(C(N(N=C1Cl)C)=O)C=1C2=CC=CC=C2C=C2C=CC=CC12 5-[(acetyloxy)methoxy]-4-(9-anthracenyl)-6-chloro-2-methyl-3(2H)-pyridazinone